5-Chloro-N-(7-(3,3-dimethylbutyl)-7-azaspiro[3.5]nonan-2-yl)-1-ethyl-3-(5-ethylisoxazol-3-yl)-1H-pyrazole-4-carboxamide ClC1=C(C(=NN1CC)C1=NOC(=C1)CC)C(=O)NC1CC2(C1)CCN(CC2)CCC(C)(C)C